C(C)C(CC)(CC)N=CC=NC(CC)(CC)CC N1,N2-bis(3-ethylpentan-3-yl)ethane-1,2-diimine